TERT-BUTYL 4-((3-(PYRIDIN-2-YLETHYNYL)PHENYL)CARBAMOYL)BENZOATE N1=C(C=CC=C1)C#CC=1C=C(C=CC1)NC(=O)C1=CC=C(C(=O)OC(C)(C)C)C=C1